NC(C(=O)O)C(CCCC(=O)O)N α,β-diaminopimelic acid